CNC(CN1C(NC2=NC=C(C=C21)C2=CC(=CC=C2)C(F)(F)F)=O)=O n-methyl-2-[2-oxo-6-[3-(trifluoromethyl)phenyl]-3H-imidazo[4,5-b]pyridin-1-yl]acetamide